5-fluoro-1H-indole-2,3-dione FC=1C=C2C(C(NC2=CC1)=O)=O